C(CCC)OS(=O)(=O)O.C(CCCCCCC\C=C/CCCCCCCC)(=O)O oleic acid butyl-sulfate